C(C)(C)C1=C(NC=2C1=NC(=CC2)OC)C=2C=C(C=1N(C2)N=CN1)OC 6-(3-isopropyl-5-methoxy-1H-pyrrolo[3,2-b]pyridin-2-yl)-8-methoxy-[1,2,4]triazolo[1,5-a]pyridine